(6-((4-bromophenoxy)methyl)-1,4-dioxan-2-yl)methyl methanesulfonate CS(=O)(=O)OCC1OC(COC1)COC1=CC=C(C=C1)Br